N-((2S,3S)-1-(azetidin-1-ylcarbonyl)-2-((2,3'-difluorobiphenyl-3-yl)methyl)pyrrolidin-3-yl)ethanesulfonamide N1(CCC1)C(=O)N1[C@H]([C@H](CC1)NS(=O)(=O)CC)CC=1C(=C(C=CC1)C1=CC(=CC=C1)F)F